5,6-dihydroxynaphthoate OC1=C2C=CC=C(C2=CC=C1O)C(=O)[O-]